C(C)OC(=O)C=1C(=NN(C1CO)C(C)(C)C)C 1-(tert-butyl)-5-(hydroxymethyl)-3-methyl-1H-pyrazole-4-carboxylic acid ethyl ester